(1r,5s,6r)-3-(3-chlorophenyl)-2-methyl-3-azabicyclo[3.1.0]hexane-6-carboxamide ClC=1C=C(C=CC1)N1C([C@H]2[C@@H]([C@H]2C1)C(=O)N)C